4-[2-(2-trifluoromethylbenzoyl)-2,3,4,9-tetrahydro-1H-β-carbolin-9-ylmethyl]-benzoic acid methyl ester COC(C1=CC=C(C=C1)CN1C2=CC=CC=C2C=2CCN(CC12)C(C1=C(C=CC=C1)C(F)(F)F)=O)=O